CC1=CC=C(C=C1)C1=CC=CCC1 2-(4-methylphenyl)-4H-benzol